C(C1=CC=CC=C1)[N+](=CC1CC=C(CC1)CCCC(C)(C)O)[O-] N-benzyl-1-(4-(4-hydroxy-4-methylpentyl)cyclohex-3-en-1-yl)methanimine oxide